C(C)(C)(C)N(C(=O)OC(CC#C)C1=CC(=NC(=C1)N1N=C(C=C1)C)NC1CCC(CC1)(F)F)C1=NC=CC(=C1)B1OC(C(O1)(C)C)(C)C 1-(2-((4,4-difluorocyclohexyl)amino)-6-(3-methyl-1H-pyrazol-1-yl)pyridin-4-yl)but-3-yn-1-ol tert-Butyl-(4-(4,4,5,5-tetramethyl-1,3,2-dioxaborolan-2-yl)pyridin-2-yl)carbamate